Cl.ClC1=C2C3CCC(C2=CC=C1)N3 3-chloro-11-azatricyclo[6.2.1.02,7]Undec-2,4,6-triene hydrochloride